4-(2-methoxybenzylidene)-1,2-dimethyl-imidazol-5-one COC1=C(C=C2N=C(N(C2=O)C)C)C=CC=C1